ClC1=CC=C(C=C1)C1=NC=C2C=NC(=NN21)SC 7-(4-chlorophenyl)-2-(methylsulfanyl)imidazo[4,3-f][1,2,4]triazine